N=1N(N=C2C1C=CC=C2)C2=C(C(=CC=C2)C)O 2-(2H-benzotriazol-2-yl)-6-methylphenol